diheptyltrimethylammonium phosphate P(=O)([O-])([O-])[O-].C(CCCCCC)C([NH+](C)C)CCCCCCC.C(CCCCCC)C(CCCCCCC)[NH+](C)C.C(CCCCCC)C(CCCCCCC)[NH+](C)C